3,5-difluoro-4-{[3-(2-methyl-3-thienyl)-1-{[2-(trimethylsilyl)ethoxy]methyl}-1H-pyrrolo[2,3-b]pyridin-4-yl]oxy}aniline FC=1C=C(N)C=C(C1OC1=C2C(=NC=C1)N(C=C2C2=C(SC=C2)C)COCC[Si](C)(C)C)F